(3-(3-cyano-1-((4-methyl-4H-1,2,4-triazol-3-yl)methyl)cyclobutyl)phenyl)carbamic acid tert-butyl ester C(C)(C)(C)OC(NC1=CC(=CC=C1)C1(CC(C1)C#N)CC1=NN=CN1C)=O